(1S,3R)-N-(7-chloro-6-(4-((3R,4R)-4-hydroxy-3-methyltetrahydrofuran-3-yl)piperazin-1-yl)isoquinolin-3-yl)-5-oxaspiro[2.5]octane-1-carboxamide ClC1=C(C=C2C=C(N=CC2=C1)NC(=O)[C@H]1C[C@@]12COCCC2)N2CCN(CC2)[C@@]2(COC[C@@H]2O)C